2-(6-(1-ethylazetidin-3-yl)pyridazin-3-yl)-5-(7-methoxy-2-methyl-2H-pyrazolo[3,4-c]pyridin-5-yl)phenol C(C)N1CC(C1)C1=CC=C(N=N1)C1=C(C=C(C=C1)C1=CC=2C(C(=N1)OC)=NN(C2)C)O